2-amino-N-((2S)-2-cyanopropyl)-3-methyl-N-((5-(trifluoromethyl)-2-pyridinyl)methyl)-6-quinolinecarboxamide NC1=NC2=CC=C(C=C2C=C1C)C(=O)N(CC1=NC=C(C=C1)C(F)(F)F)C[C@H](C)C#N